(4-(hydroxymethyl)phenyl)((2s,4r)-2-methyl-1-propionyl-1,2,3,4-tetrahydroquinolin-4-yl)carbamic acid tert-butyl ester C(C)(C)(C)OC(N([C@@H]1C[C@@H](N(C2=CC=CC=C12)C(CC)=O)C)C1=CC=C(C=C1)CO)=O